trans-undec-3-ene CC\C=C\CCCCCCC